C1(=CC=CC=C1)C(CCN)C 3-phenylbutan-1-amine